COC(CC1CNCC1)=O 2-(pyrrolidin-3-yl)acetic acid methyl ester